N-(3-(aminomethyl)pyridin-2-yl)-N-methylmethanesulfonamide CN(C1=C(C=CC=N1)CN)S(=O)(=O)C